COC(=O)N1CC=NC=C1 Pyrazine-1-carboxylic acid methyl ester